ethyl 5-[(3S)-3-[4-(3-ethynyl-1-tetrahydropyran-2-yl-indazol-5-yl)-2-methyl-pyrazol-3-yl]oxybutoxy]-1-methyl-pyrazole-3-carboxylate C(#C)C1=NN(C2=CC=C(C=C12)C1=C(N(N=C1)C)O[C@H](CCOC1=CC(=NN1C)C(=O)OCC)C)C1OCCCC1